CS(=O)(=O)CC1=C(C=C(C=C1)NC=1N=CC2=C(N1)CN(CC2)C2=C(C1=C(OCCN1C(=O)OC(C)(C)C)N=C2)C)C tert-butyl 7-(2-{[4-(methanesulfonylmethyl)-3-methylphenyl]amino}-5H,6H,7H,8H-pyrido[3,4-d]pyrimidin-7-yl)-8-methyl-1H,2H,3H-pyrido[2,3-b][1,4]oxazine-1-carboxylate